norbornane-2,6-diamine C12C(CC(CC1N)C2)N